BrC=1C=C2C(=NC1)C=NN2CC(=O)C2CC2 2-(6-bromo-1H-pyrazolo[4,3-b]pyridin-1-yl)-1-cyclopropylethan-1-one